3,3-dimethyl-1-nitrosopiperidine-2-carboxylic acid CC1(C(N(CCC1)N=O)C(=O)O)C